(1-aminopropan-2-yl)ethoxydimethylsilane NCC(C)[Si](C)(C)OCC